CN[C@@H](CC(C)C)C(=O)O methyl-leucine